C(C)(C)(C)OC(=O)N1CCC2(CC(C2)N2C=NC3=CC=C(C=C3C2=O)OC2=C(C(=CC=C2F)NS(N(CCOC2OCCCC2)C)(=O)=O)C#N)CC1 tert-butyl-2-[6-[2-cyano-6-fluoro-3-[[methyl(2-tetrahydropyran-2-yloxyethyl)sulfamoyl]amino]phenoxy]-4-oxo-quinazolin-3-yl]-7-azaspiro[3.5]nonane-7-carboxylate